2-(((2S,3S)-1-(((S)-1,1-bis(4-ethoxyphenyl)propan-2-yl)amino)-3-methyl-1-oxopentan-2-yl)carbamoyl)-4-methoxypyridin-3-yl acetate C(C)(=O)OC=1C(=NC=CC1OC)C(N[C@H](C(=O)N[C@H](C(C1=CC=C(C=C1)OCC)C1=CC=C(C=C1)OCC)C)[C@H](CC)C)=O